C(C)(C)(C)OC(N[C@H]1CC(OC[C@H]1N)(C)C)=O (4S,5S)-5-amino-2,2-dimethyl-tetrahydro-2H-pyran-4-ylcarbamic acid tert-butyl ester